N1(CCC1)C=1C=CC=2C3(C4=CC=C(C=C4OC2C1)N1CCC1)OC(C1=CC=C(C=C13)\C=C/CCOCCOCCCCCCCl)=O (Z)-3',6'-di(azetidin-1-yl)-6-(4-(2-((6-chlorohexyl)oxy)ethoxy)but-1-en-1-yl)-3H-spiro[isobenzofuran-1,9'-xanthen]-3-one